3-(benzyloxy)-2-fluoro-5-(trifluoromethyl)benzoic acid C(C1=CC=CC=C1)OC=1C(=C(C(=O)O)C=C(C1)C(F)(F)F)F